N(N)C(=O)C1=CC=CC(=N1)C(=O)NC1CCC(CC1)OC 6-(hydrazinocarbonyl)-N-((1r,4r)-4-methoxycyclohexyl)pyridinecarboxamide